ClC=1C=C(OCCNC(OC(C)(C)C)=O)C=CC1[N+](=O)[O-] tert-butyl (2-(3-chloro-4-nitrophenoxy)ethyl)carbamate